(S)-5-vinyloxazolidine-2-thione C(=C)[C@H]1CNC(O1)=S